OC(CCCCC(C)=O)C 3-hydroxy-butyl-3-oxo-butane